C(CCCCCCCCCCC)NC1CCC(CC1)N N-dodecylcyclohexane-1,4-diamine